N-((3S,4R)-1-ethyl-3-fluoropiperidin-4-yl)-2-(3-((2-methoxy-4-(methylsulfonyl)phenyl)amino)prop-1-yn-1-yl)-3-vinylimidazo[1,2-a]pyridin-8-amine C(C)N1C[C@@H]([C@@H](CC1)NC=1C=2N(C=CC1)C(=C(N2)C#CCNC2=C(C=C(C=C2)S(=O)(=O)C)OC)C=C)F